N-(6-(1-cyanocyclopropyl)isoquinolin-3-yl)cyclopropanecarboxamide C(#N)C1(CC1)C=1C=C2C=C(N=CC2=CC1)NC(=O)C1CC1